ClC=1C=CC(=[N+](C1)[O-])OC 5-chloro-2-methoxy-1-oxido-pyridin-1-ium